2,6-dimethylphenyl isocyanate CC1=C(C(=CC=C1)C)N=C=O